[Si](C)(C)(C(C)(C)C)OCC1CC(C2C1OC(O2)(C)C)O 6-(((tert-butyldimethylsilyl)oxy)methyl)-2,2-dimethyltetrahydro-4H-cyclopenta[d][1,3]dioxol-4-ol